4-(methylsulfonyl)but-1-yne CS(=O)(=O)CCC#C